4-bromo-6-methylpyridin-2(1H)-one BrC1=CC(NC(=C1)C)=O